ClC1=CC=C(C=C1)SC=1C=NC=CC1C(=N)NO 3-[(4-Chlorophenyl)sulfanyl]-N-hydroxypyridine-4-carboxamidine